CC1=C(C=NC(=C1)C)CN 1-(4,6-dimethylpyridin-3-yl)methylamine